NC(CC1=CC=2C(N=C1)=C(N(N2)C2=CC=CC=C2)NC(C2=C(C=C(C(=C2)C2=NC=CC=N2)C(F)(F)F)Cl)=O)=O N-[6-(2-amino-2-oxoethyl)-2-phenyl-2H-pyrazolo[4,3-b]pyridin-3-yl]-2-chloro-5-pyrimidin-2-yl-4-(trifluoromethyl)benzamide